FC(OC1CN(C1)C1CCC(CC1)N)F (1r,4r)-4-(3-(difluoromethoxy)azetidin-1-yl)cyclohexan-1-amine